1-(4-Chloro-3-(trifluoromethyl)phenyl)propan-1-one ClC1=C(C=C(C=C1)C(CC)=O)C(F)(F)F